FC1(CC(C1)C(=O)NC1=NC=C(C=C1)N1CCNCC1)F 3,3-difluoro-N-(5-(piperazin-1-yl)pyridin-2-yl)cyclobutane-1-carboxamide